N1N=CC2=C(C=CC=C12)CN([C@H](C(O)C1=C(C=C(C=C1F)Cl)F)CC1CC1)C (2S)-2-(((1H-indazol-4-yl)methyl)(methyl)amino)-1-(4-chloro-2,6-difluorophenyl)-3-cyclopropyl-propan-1-ol